3-(3-iodophenyl)-3-methyl-6-((2-methylbut-3-en-2-yl)oxy)hexan-2-one IC=1C=C(C=CC1)C(C(C)=O)(CCCOC(C)(C=C)C)C